(1r,2s,3r)-3-((6-(2-hydroxy-6-methyl-4-(trifluoromethyl)phenyl)pyridazin-3-yl)amino)cyclopentane-1,2-diol OC1=C(C(=CC(=C1)C(F)(F)F)C)C1=CC=C(N=N1)N[C@H]1[C@@H]([C@@H](CC1)O)O